C(C)C(C(=O)OCC(C)(C)C)OC1=C(C=CC=C1)OC1=NC(=C(C=C1Cl)F)N1C(N(C(=CC1=O)C(F)(F)F)C)=O Tert-butyl-methanol ethyl-2-[2-[[3-chloro-5-fluoro-6-[3-methyl-2,6-dioxo-4-(trifluoromethyl)pyrimidin-1-yl]-2-pyridyl]oxy]phenoxy]acetate